C(=O)(O)C1=CC=C(C=C1)C(=O)O 1,4-dicarboxybenzene